(3S,4R)-4-((5-chloro-4-(7-fluoro-2-(2-hydroxypropan-2-yl)-3,3-dimethyl-3H-indol-5-yl)pyrimidin-2-yl)amino)tetrahydro-2H-pyran-3-ol ClC=1C(=NC(=NC1)N[C@H]1[C@@H](COCC1)O)C=1C=C2C(C(=NC2=C(C1)F)C(C)(C)O)(C)C